tert-butyl (2R,5S)-4-benzyl-5-((3-cyclopropylmorpholino)methyl)-2-methylpiperazine-1-carboxylate C(C1=CC=CC=C1)N1C[C@H](N(C[C@@H]1CN1C(COCC1)C1CC1)C(=O)OC(C)(C)C)C